(2R,3R,4R,5R)-2-(4-Methylthiopyrrolo[2,1-f][1,2,4]triazin-7-yl)-3,4-bis(tert-butyldimethylsilyloxy)-5-((tert-butyldimethylsilyloxy)methyl)tetrahydrofuran CSC1=NC=NN2C1=CC=C2[C@H]2O[C@@H]([C@H]([C@@H]2O[Si](C)(C)C(C)(C)C)O[Si](C)(C)C(C)(C)C)CO[Si](C)(C)C(C)(C)C